O1COC2=C1C=CC(=C2)C[C@@H]2NCCC2 |r| racemic-2-[(2H-1,3-benzodioxol-5-yl)methyl]pyrrolidine